COC1=CC=C(C=C1)CNCC=1C=NC=C(C1)N1CCCCC1 1-(4-methoxyphenyl)-N-[[5-(1-piperidyl)-3-pyridyl]methyl]methanamine